2,5-dioxopyrrolidin-1-yl 3-(2-(3-((2-((2,5-dioxopyrrolidin-1-yl)oxy)-2-oxoethyl)amino)-3-oxopropoxy)ethoxy)propanoate O=C1N(C(CC1)=O)OC(CNC(CCOCCOCCC(=O)ON1C(CCC1=O)=O)=O)=O